The molecule is a monohydroxypyridine that is pyridine substituted by a hydroxy group at position 3, an aminomethyl group at position 4, a hydroxymethyl group at position 5 and a methyl group at position 2. The 4-aminomethyl form of vitamin B6, it is used (in the form of the hydrochloride salt) for treatment of diabetic nephropathy. It has a role as a human metabolite, a Saccharomyces cerevisiae metabolite, an Escherichia coli metabolite, a plant metabolite, a mouse metabolite, an iron chelator and a nephroprotective agent. It is a hydroxymethylpyridine, a monohydroxypyridine, an aminoalkylpyridine and a vitamin B6. It is a conjugate base of a pyridoxaminium(1+). CC1=NC=C(C(=C1O)CN)CO